FC1=CC=C(C=C1)N1N=CC2=CC(=C(C=C12)C)C12CN(CC2C1C1=CC=CC=C1)C(=O)C1=CC=CC=C1 (1-(1-(4-fluorophenyl)-6-methyl-1H-indazol-5-yl)-6-phenyl-3-azabicyclo[3.1.0]hexan-3-yl)(phenyl)methanone